I\C=C(\[C@H]([C@H](C=C)C)O)/C (3S,4S,E)-1-iodo-2,4-dimethylhex-1,5-dien-3-ol